1-((3-(Trifluoromethyl)cyclobutyl)methyl)-1H-indol-5-amine FC(C1CC(C1)CN1C=CC2=CC(=CC=C12)N)(F)F